FC1=C(C=CC(=C1)F)C(=CC(=O)OCC)C ethyl 3-(2,4-difluorophenyl)but-2-enoate